Cl.C(#N)CC(=O)N1C[C@@H]([C@@H](CC1)C)N(C=1C2=C(N=CN1)N(C=C2)C(N)=S)C 4-(((3R,4R)-1-(2-cyanoacetyl)-4-methylpiperidin-3-yl)(methyl)amino)-7H-pyrrolo[2,3-d]pyrimidine-7-thioamide hydrochloride